(1S,3S)-7-(difluoromethyl)-6-(3,5-difluorophenoxy)-2,2,3-trifluoro-2,3-dihydrobenzo[b]-thiophene 1-oxide FC(C1=C(C=CC2=C1[S@@](C([C@H]2F)(F)F)=O)OC2=CC(=CC(=C2)F)F)F